2,3-bis(4-hydroxyphenyl)-1,2-propanediol OC1=CC=C(C=C1)C(CO)(CC1=CC=C(C=C1)O)O